O1C2=C(OCCC1)C=C(C=C2)C(=O)N 3,4-dihydro-2H-benzo[b][1,4]dioxepin-7-carboxamide